N-[2-(pyrrolidin-1-yl)ethyl]benzamide N1(CCCC1)CCNC(C1=CC=CC=C1)=O